(R)-3-amino-4-(3-chlorophenyl)-butyric acid N[C@@H](CC(=O)O)CC1=CC(=CC=C1)Cl